Methyl 2-(2-fluoro-4-(6-hydroxypyridin-2-yl)benzyl)-1-(2-methoxyethyl)-1H-benzo[d]imidazole-6-carboxylate FC1=C(CC2=NC3=C(N2CCOC)C=C(C=C3)C(=O)OC)C=CC(=C1)C1=NC(=CC=C1)O